N-(3-aminopropyl)-3-((4-methoxyphenyl)amino)quinoxaline-2-carboxamide NCCCNC(=O)C1=NC2=CC=CC=C2N=C1NC1=CC=C(C=C1)OC